CC1CN(CC(N1)C)C1=NC(=CC(=N1)NC=1C=C2C=NNC2=CC1)C N-(2-(3,5-dimethylpiperazin-1-yl)-6-methylpyrimidin-4-yl)-1H-indazol-5-amine